2,4,6-trichlorophenyl 6-(difluoromethyl)-4-(2,6-dimethylphenyl)picolinate FC(C1=CC(=CC(=N1)C(=O)OC1=C(C=C(C=C1Cl)Cl)Cl)C1=C(C=CC=C1C)C)F